Anti-N-[3-(3,5-dimethylpiperidin-1-yl)-4-(5,6,7,8-tetrahydroimidazo[1,5-a]pyrazin-3-yl)phenyl]cyclopropanecarboxamide CC1CN(CC(C1)C)C=1C=C(C=CC1C1=NC=C2N1CCNC2)NC(=O)C2CC2